O=C1N(C2=CC=CC=C2C(N1CCC(F)(F)F)=O)CC1=CC=C(C(=O)NO)C=C1 4-((2,4-dioxo-3-(3,3,3-trifluoropropyl)-3,4-dihydroquinazolin-1(2H)-yl)methyl)-N-hydroxybenzamide